N,N-diethyl-N-[2-(2-methoxyethoxy)ethyl]-N-methyl-ammonium chloride [Cl-].C(C)[N+](C)(CCOCCOC)CC